12-hydroperoxy-eicosatetraenoic acid O(O)C(CCC=CC=CC=CC=CC(=O)O)CCCCCCCC